P(=O)(OOCC)(OOCC)N=C=O diethoxy isocyanatophosphate